CC1(C(C(CC1)=C)C)CC(=O)OCCC n-propyl (1,2-dimethyl-3-methylenecyclopentyl)acetate